C(CCCCCCC\C=C/CCCCCCCC)(=O)OCC(COC(CCCCCCC\C=C/CCCCCCCC)=O)(COC(CCCCCCC\C=C/CCCCCCCC)=O)COC(CCCCCCC\C=C/CCCCCCCC)=O pentaerythritol tetra(oleate)